ClC1=C(C=CC=C1OC)C(=O)N1C[C@H]2CO[C@@H](CN2CC1)C1=CC(=C(C=C1)F)\C=C\C (2-Chloro-3-methoxyphenyl)-[(3R,9aS)-3-[4-fluoro-3-[rac-(E)-prop-1-enyl]phenyl]-3,4,6,7,9,9a-hexahydro-1H-pyrazino[2,1-c][1,4]oxazin-8-yl]methanon